C(C)N1C2=CC=CC=C2C=2C=C(C=CC12)N1N=NC(=C1C1=CC=CC=C1)C(=O)N1CCOCC1 (1-(9-ethyl-9H-carbazol-3-yl)-5-phenyl-1H-1,2,3-triazol-4-yl)(morpholino)methanone